[7-[[5-(trifluoromethyl)isothiazol-3-yl]methyl]-2,7-diazaspiro[3.5]nonan-2-yl]-[6-[3-(trifluoromethyl)-1,2,4-triazol-1-yl]-2-azaspiro[3.3]heptan-2-yl]methanone FC(C1=CC(=NS1)CN1CCC2(CN(C2)C(=O)N2CC3(C2)CC(C3)N3N=C(N=C3)C(F)(F)F)CC1)(F)F